N-phenylcarbamic acid (diethylphenyl) ester C(C)C=1C(=C(C=CC1)OC(NC1=CC=CC=C1)=O)CC